FC1CC(N(C1)C(CCC=1C=NC(=CC1)C)=O)C(=O)NC(C1=CC=C(C=C1)C(C)C)C1=CC=CC=C1 4-fluoro-1-[3-(6-methylpyridin-3-yl)propanoyl]-N-{phenyl[4-(propan-2-yl)phenyl]methyl}pyrrolidine-2-carboxamide